(4'-cyclopropyl-5,6'-dimethoxy-[2,5'-bipyrimidin]-4-yl)(4-(1-methyl-4-(trifluoromethyl)-1H-imidazol-2-yl)phenyl)methanone C1(CC1)C1=NC=NC(=C1C1=NC=C(C(=N1)C(=O)C1=CC=C(C=C1)C=1N(C=C(N1)C(F)(F)F)C)OC)OC